CCC(C)(C)[O-].[K+].C(C1=CC=CC=C1)N1C2CC(CC1CCC2)C#N 9-benzyl-9-azabicyclo[3.3.1]nonane-3-carbonitrile Potassium tert-pentoxide